N-prop-2-enyloxy-1H-triazole C(C=C)ON1N=NC=C1